8-methyl-2,7-nonadien-4-one CC(=CCCC(C=CC)=O)C